3-cyclohexyloxy-N-methyl-N-oleylpropionamide C1(CCCCC1)OCCC(=O)N(CCCCCCCC\C=C/CCCCCCCC)C